OCN1CCC1 (hydroxymethyl)azetidin